N1(CCCC1)C1=NC(=CC(=N1)N1CCN(CC1)CC[C@H]1CC[C@H]2[C@@H]3CCC4=CC(CC[C@]4(C)[C@H]3CC[C@]12C)=O)N1CCCC1 21-[4-(2,6-bis(1-pyrrolidinyl)-4-pyrimidinyl)-1-piperazinyl]pregn-4-en-3-one